CC=1C(C2=C3C(=CC=C2C1)C=CC=C3)[Si](C3(C(=C(C(=C3)C)C)C)C)(C)C (2-methyl-benzindene-1-yl)dimethyl-(tetramethyl-cyclopentadienyl)silane